cis,syn-cyclobutane C1CCC1